FC1=CC=C(CN2C(=NC=3N(C(N(C(C23)=O)CCCO)=O)C)OC=2C=C(C#N)C=CC2)C=C1 3-((7-(4-fluorobenzyl)-1-(3-hydroxypropyl)-3-methyl-2,6-dioxo-2,3,6,7-tetrahydro-1H-purin-8-yl)oxy)benzonitrile